N-(6-cyano-5-(trifluoromethyl)pyridin-3-yl)-2-(4-((1-(2-(2,6-dioxopiperidin-3-yl)-1,3-dioxoisoindolin-5-yl)azetidin-3-yl)ethynyl)-1H-pyrazol-1-yl)-2-methylpropanamide C(#N)C1=C(C=C(C=N1)NC(C(C)(C)N1N=CC(=C1)C#CC1CN(C1)C=1C=C2C(N(C(C2=CC1)=O)C1C(NC(CC1)=O)=O)=O)=O)C(F)(F)F